1,2-Bis((difluorophosphanyl)oxy)ethane FP(OCCOP(F)F)F